17-octadecen-1-ol C(CCCCCCCCCCCCCCCC=C)O